β-thio triphosphate O1P(OS1)(=O)OP(=O)([O-])OP(=O)([O-])[O-]